ClC1=C(C=CC=C1)S(=O)(=O)N1CCC(CC1)NC(=O)N 1-{1-[(2-chlorophenyl)sulfonyl]piperidin-4-yl}urea